NCC1=NC=C(C=C1Cl)C(F)(F)F 2-Aminomethyl-3-chloro-5-trifluoromethylpyridine